NC1=CC=C(C(=C1C(=O)N1C(CCCC1)C=1C=NN(C1)C)F)B1OC(C(O1)(C)C)(C)C (6-Amino-2-fluoro-3-(4,4,5,5-tetramethyl-1,3,2-dioxaborolan-2-yl)phenyl)(2-(1-methyl-1H-pyrazol-4-yl)piperidin-1-yl)methanone